CC(=O)N[C@@H]1[C@H]([C@@H]([C@H](O[C@@H]1O)CO)O)O[C@H]2[C@@H]([C@H]([C@H]([C@H](O2)CO)O)O)O 2-Acetamido-2-deoxy-3-O-(β-D-galactopyranosyl)-D-glucopyranose